ClC=1C=C(C(=O)C(C(C=C)(C)C)=O)C=C(C1)Cl 1-(3,5-dichlorobenzoyl)-2,2-dimethylbut-3-en-1-one